N=1ON=C2C1C=CC(=C2)/C=C/C2=CC=C(C(=O)NC=1C=C(NC1)C(=O)NC1=CNC(=C1)C(NCCN1CCOCC1)=O)C=C2 (E)-4-(4-(2-(benzo[c][1,2,5]oxadiazol-5-yl)vinyl)benzamido)-N-(5-((2-morpholinoethyl)carbamoyl)-1H-pyrrol-3-yl)-1H-pyrrole-2-carboxamide